N1=NC=C(C=C1)C1=CC(=C2C=NNC2=C1)NCCOCCCCNCC=1C=C(C=C(C1)OC(F)(F)F)CCO 2-(3-(((4-(2-((6-(pyridazin-4-yl)-1H-indazol-4-yl)amino)ethoxy)butyl)amino)methyl)-5-(trifluoromethoxy)phenyl)ethan-1-ol